2'-ethoxy-6-{[(3R)-pyrrolidin-3-ylcarbamoyl]-[2,3'-bipyridin]-5-yl}-3-ethylpiperazine-1-carboxylate C(C)OC1=NC=CC=C1C1=NC=C(C=C1C(N[C@H]1CNCC1)=O)C1CNC(CN1C(=O)[O-])CC